bistetradecyl-acetamide C(CCCCCCCCCCCCC)C(C(=O)N)CCCCCCCCCCCCCC